ClC=1C(=C(C#N)C=C(C1)C(C)(C)C1=CC=C(C=C1)C=1C=C2N=CC(NC2=CC1)=O)OCCCl 3-chloro-2-(2-chloroethoxy)-5-(2-(4-(2-oxo-1,2-dihydroquinoxalin-6-yl)phenyl)propan-2-yl)benzonitrile